BrC=1C=C(CN(C2(CCN(CC2)C(=O)OC(C)(C)C)C)C)C=CC1C(F)(F)F tert-butyl 4-((3-bromo-4-(trifluoromethyl) benzyl) (methyl) amino)-4-methylpiperidine-1-carboxylate